N1N=CC2=C1SC(=C2)C2CCN(CC2)C(=O)OC(C)(C)C tert-butyl 4-{1H-thieno[2,3-c]pyrazol-5-yl}piperidine-1-carboxylate